The molecule is a triacyl-sn-glycerol in which the which the acyl groups at positions 1, 2 and 3 are specified as hexadecanoyl, (9Z)-hexadecenoyl and (9Z)-octadecenoyl respectively. It has a role as a human blood serum metabolite. It is a triacyl-sn-glycerol and a triacylglycerol 50:2. CCCCCCCCCCCCCCCC(=O)OC[C@H](COC(=O)CCCCCCC/C=C\\CCCCCCCC)OC(=O)CCCCCCC/C=C\\CCCCCC